3-chloro-N-(3-chloro-1-(1-(methylsulfonyl)piperidin-4-yl)-1H-pyrazol-4-yl)-1-ethyl-1H-pyrazolo[3,4-d]pyrimidin-6-amine ClC1=NN(C2=NC(=NC=C21)NC=2C(=NN(C2)C2CCN(CC2)S(=O)(=O)C)Cl)CC